FC=1C(=C(OC2=NC=C(C=N2)N2C(NC(CC2)=O)=O)C=CC1)C 1-[2-(3-fluoro-2-methylphenoxy)pyrimidin-5-yl]-5,6-dihydropyrimidine-2,4(1H,3H)-dione